N1=C(C=NC=C1)CC1=NC=2C(=NC(=CC2)C(F)(F)F)N1C=1C=C2CCNC2=CC1 5-[2-(Pyrazin-2-ylmethyl)-5-(trifluoromethyl)imidazo[4,5-b]pyridin-3-yl]indolin